2'-O-methyl-N4,N4-dimethylcytidine CO[C@H]1[C@@H](O[C@@H]([C@H]1O)CO)N1C(=O)N=C(N(C)C)C=C1